ClC=1C=C(C=C(C1)Cl)C1=CC(=CC(=N1)OC=1C=NC(=NC1)N1CCN(CC1)CC(C(=O)N)C)CN1CCC(CC1)CNC(=O)NC 3-(4-(5-((6-(3,5-dichloro-phenyl)-4-((4-((3-methyl-ureido)methyl)piperidin-1-yl)methyl)pyridin-2-yl)oxy)pyrimidin-2-yl)piperazin-1-yl)-2-methylpropanamide